COC(=O)C1=C(C2=C(S1)C=CC=C2)NC2=NC(=NC=C2Br)NC2=CC(=CC=C2)N2CCOCC2 3-[5-bromo-2-(3-morpholin-4-ylphenylamino)-pyrimidin-4-ylamino]-benzo[b]thiophene-2-carboxylic acid methyl ester